ClC=1C=NC(=C(C(=O)NC2CCC(CC2)CN2C(N(C3=C2C=CC=C3)C=3C=NC(=CC3)OC[C@@H](C)O)=O)C1)C(F)F 5-chloro-2-(difluoromethyl)-N-((1R,4r)-4-((3-(6-((R)-2-hydroxypropoxy)pyridin-3-yl)-2-oxo-2,3-dihydro-1H-benzo[d]imidazol-1-yl)methyl)cyclohexyl)nicotinamide